1,1-dimethylmethylamine CC(C)N